5-bromo-3-chloro-N,N-dimethylpyridineamide BrC=1C=C(C(=NC1)C(=O)N(C)C)Cl